NC=1C=C(C=C(C1)C(F)(F)F)[C@@H](C)NC(=O)C1=NN(C(C2=C1NC=C2)=O)C2=CC=CC=C2 N-[(1R)-1-[3-amino-5-(trifluoromethyl)phenyl]ethyl]-4-oxo-5-phenyl-1H-pyrrolo[2,3-d]pyridazine-7-carboxamide